1-(2-((2,2-Difluorobenzo[d][1,3]dioxol-5-yl)amino)-5-methylpyridin-4-yl)-1H-1,2,3-triazole-4-carboxylic acid FC1(OC2=C(O1)C=CC(=C2)NC2=NC=C(C(=C2)N2N=NC(=C2)C(=O)O)C)F